rac-dimethylsilylbis(1-indenyl)titanium (IV) C[SiH](C)[Ti+](C1C=CC2=CC=CC=C12)C1C=CC2=CC=CC=C12